NC=1N=C(C=C2C=C(N=CC12)NC(=O)[C@H]1[C@@H](C1)C=1C=NN(C1)C)C=1C=NC(=CC1C)N1N=CC=C1 |r| (±)-(trans)-N-(8-amino-6-(4-methyl-6-(1H-pyrazol-1-yl)pyridin-3-yl)-2,7-Naphthyridin-3-yl)-2-(1-methyl-1H-pyrazol-4-yl)cyclopropane-1-carboxamide